BrC1=C(C=CC(=N1)[C@@H](C)N([S@](=O)C(C)(C)C)CC)OC (R)-N-((R)-1-(6-bromo-5-methoxypyridin-2-yl)ethyl)-N-ethyl-2-methylpropan-2-sulfinamide